3-(4-(tert-butyl)phenyl)-5,7,8-trimethyl-4-oxo-1-phenyl-4,5-dihydropyrrolo[1,2-a]quinoxaline-2-carbonitrile C(C)(C)(C)C1=CC=C(C=C1)C=1C(=C(N2C1C(N(C1=CC(=C(C=C21)C)C)C)=O)C2=CC=CC=C2)C#N